trans-4-isopropylcyclohexane C(C)(C)C1CCCCC1